BrC1=CC=C(C=C1)C(C(F)(F)F)=O 1-(4-Bromophenyl)-2,2,2-trifluoroethan-1-on